OCC1CCC(CC1)NC1=NC(=NC=C1C(=O)N)NC(C)C 4-((1s,4s)-4-(hydroxymethyl)cyclohexylamino)-2-(isopropylamino)pyrimidine-5-carboxamide